BrC=1N=C(SC1)C1=CC=C(C=C1)Cl 4-bromo-2-(4-chlorophenyl)thiazole